glycidoxypropyl-ethyl-diethoxysilane C(C1CO1)OCCC[Si](OCC)(OCC)CC